C(C1=CC=CC=C1)S(=O)(=O)C=1C=C(NC1)C(=O)C=1C(=NC=CC1)Cl (4-(benzylsulfonyl)-1H-pyrrol-2-yl)(2-chloropyrid-3-yl)methanone